4-{[3-methoxy-4-(1-methyl-1H-1,2,4-triazol-3-yl)pyridin-2-yl]amino}-N-(2H3)methyl-6-[(pyridin-4-yl)amino]pyridazine-3-carboxamide COC=1C(=NC=CC1C1=NN(C=N1)C)NC1=C(N=NC(=C1)NC1=CC=NC=C1)C(=O)NC([2H])([2H])[2H]